L-1-naphthylmethyl-amine C1(=CC=CC2=CC=CC=C12)CN